2-(3-(4-(2-(4-methyl-5-oxo-1,4-diazepan-1-yl)ethoxy)phenyl)ureido)acetamide CN1CCN(CCC1=O)CCOC1=CC=C(C=C1)NC(NCC(=O)N)=O